di-benzo[a,h]anthracene C1=CC=CC=2C1=C1C=C3C=CC4=C(C3=CC1=CC2)C=CC=C4